(2R,3R,4R,5R,6R)-5-((4-(2-(2-(2-aminoethoxy)ethoxy)ethoxy)pyrimidin-2-yl)amino)-2-(methoxymethyl)-6-propyltetrahydro-2H-pyran-3,4-diol NCCOCCOCCOC1=NC(=NC=C1)N[C@@H]1[C@H]([C@H]([C@H](O[C@@H]1CCC)COC)O)O